(S)-quinuclidin-3-yl((R)-6-(4-ethoxyphenyl)-7-fluoro-2,2-dimethyl-1,2,3,4-tetrahydronaphthalen-1-yl)carbamate N12C[C@H](C(CC1)CC2)OC(N[C@@H]2C(CCC1=CC(=C(C=C21)F)C2=CC=C(C=C2)OCC)(C)C)=O